ClC1=CC(=C(C=C1Cl)C(C1(CCN(CC1)C(=O)OC(C)(C)C)F)NS(=O)C(C)(C)C)O tert-butyl 4-[(4,5-dichloro-2-hydroxyphenyl)[(2-methylpropane-2-sulfinyl)amino]methyl]-4-fluoropiperidine-1-carboxylate